CC1=CC=C(C(=O)OOC(C2=CC=C(C=C2)C)=O)C=C1 bis(4-methylbenzoyl)peroxide